ClC=1C2=C(N(C(C1)=O)CC1=CC=C(C=C1)OC)C=C(O2)C2=C(C=CC=C2)N2N=NC(=C2)Cl 7-chloro-2-(4-chloro-1H-1,2,3-triazol-1-yl)phenyl-4-(4-methoxybenzyl)furo[3,2-b]pyridin-5(4H)-one